2-(2-Bromo-2,2-difluoro-acetylamino)-5,6,7,8-tetrahydro-4H-cyclohepta[b]thiophene-3-carboxylic acid (4-fluoro-phenyl)-amide FC1=CC=C(C=C1)NC(=O)C=1C2=C(SC1NC(C(F)(F)Br)=O)CCCCC2